C1(=CC=CC=C1)CS(=O)(=O)OC1=C(OC(C1=O)C1=CC(=C(C=C1)Cl)F)N 2-amino-5-(4-chloro-3-fluorophenyl)-4-oxo-4,5-dihydrofuran-3-yl phenylmethanesulfonate